5-methyl-1,4-nonadiene CC(=CCC=C)CCCC